BrC=1C=C2CC([C@@H](C2=CC1)NC(OC(C)(C)C)=O)F tert-butyl N-[(1R)-5-bromo-2-fluoro-2,3-dihydro-1H-inden-1-yl]carbamate